O=C(CC(C(=O)[O-])NC(C1=CC=CC=C1)(C1=CC=CC=C1)C1=CC=CC=C1)C 4-oxo-2-(tritylamino)pentanoate